C(C)OCOCCCC(C)[Mg]Br 4-ethoxymethoxy-1-methylbutylmagnesium bromide